C(C)OC(C)OC1COC1 3-(1-ethoxyethoxy)-oxetane